P(=O)(OC#CC)(OC#CC)OC dipropynyl methyl phosphate